sec-Butylacetat C(C)(CC)OC(C)=O